C(C)(C)(C)OC(=O)N[C@@H](C)C=1OC2=C(C1)C=C(C=C2C(=O)OC)Cl methyl (S)-2-(1-((tert-butoxycarbonyl)amino)ethyl)-5-chlorobenzofuran-7-carboxylate